COC(C)(C)C1=CC(=CC(=C1)C=1C=NC=NC1)C(C)(OC)C 1,3-bis(1-methoxy-1-methylethan-1-yl)-5-(pyrimidin-5-yl)-benzene